6-(5-cyanopyridin-3-yl)-4-(isopropylamino)-1,5-naphthyridine-3-carboxamide C(#N)C=1C=C(C=NC1)C=1N=C2C(=C(C=NC2=CC1)C(=O)N)NC(C)C